F[P-](F)(F)(F)(F)F.[Ru+2].N1=C(C=CC=C1)C1=NC=CC=C1.N1=C(C=CC=C1)C1=NC=CC=C1.N1=C(C=CC=C1)C1=NC=CC=C1.F[P-](F)(F)(F)(F)F tris(2,2-bipyridyl) ruthenium (II) hexafluorophosphate